3-chloropropyl isothiocyanate ClCCCN=C=S